1-((2-(isopropylamino)pyridin-4-yl)methyl)-5,5-dimethyl-3-(4-(1-(trifluoromethyl)cyclobutyl)phenyl)imidazolidine-2,4-dione C(C)(C)NC1=NC=CC(=C1)CN1C(N(C(C1(C)C)=O)C1=CC=C(C=C1)C1(CCC1)C(F)(F)F)=O